CC1=C(OC2=C1C=C(C=C2)S(N(CCC2=CC=CC=C2)C2=C(C=CC=C2)N2CCN(CC2)C(C2=C(C=CC=C2)C)=O)(=O)=O)C(=O)O 3-Methyl-5-(N-(2-(4-(2-methylbenzoyl)piperazin-1-yl)phenyl)-N-phenethylsulfamoyl)benzofuran-2-carboxylic acid